3-n-octylammonium CCC(CCCCC)[NH3+]